1-((3-(5-(3,5-Difluorophenyl)-4,5-dihydro-1H-pyrazole-1-carbonyl)bicyclo[1.1.1]pent-1-yl)methyl)-1H-1,2,3-triazole-4-carboxamide FC=1C=C(C=C(C1)F)C1CC=NN1C(=O)C12CC(C1)(C2)CN2N=NC(=C2)C(=O)N